N-(4-Bromo-2-(6-azaspiro[2.5]octan-6-yl)phenyl)-2-(4,4-difluoropiperidin-1-yl)isonicotinamide BrC1=CC(=C(C=C1)NC(C1=CC(=NC=C1)N1CCC(CC1)(F)F)=O)N1CCC2(CC2)CC1